dibromotricarbonylruthenium (II) Br[Ru](=C=O)(=C=O)(=C=O)Br